sulfobutyl (sulfobutyl) ether S(=O)(=O)(O)CCCCOCCCCS(=O)(=O)O